CC1=CC2=C(S1)C1=C(C(C3=C2C(=C(C=C3)F)F)O)C=CC=C1 2-methyl-4,5-difluoro-8H-dibenzo[3,4:6,7]cyclohepta[1,2-b]thiophen-8-ol